CC1=NC=CC(=C1)C1CN(C1)[C@H]1[C@@H](CCCC1)OC=1C=C2CN(C(C2=CC1)=O)C1C(NC(CC1)=O)=O 3-(5-(((1R,2R)-2-(3-(2-methylpyridin-4-yl)azetidin-1-yl)cyclohexyl)oxy)-1-oxoisoindolin-2-yl)piperidine-2,6-dione